2-(4-fluorophenyl)acetamide benzyl-carbonate C(C1=CC=CC=C1)OC(O)=O.FC1=CC=C(C=C1)CC(=O)N